C(C)(C)(C)OC([C@H](CI)NC(=O)OC(C)(C)C)=O (R)-2-((tert-butoxycarbonyl)amino)-3-iodopropionic acid tert-butyl ester